7-[4-(cyclobutylamino)-5-[5-(piperazin-1-yl)-1,3,4-thiadiazol-2-yl]pyridin-2-yl]pyrrolo[1,2-b]pyridazine-3-carbonitrile C1(CCC1)NC1=CC(=NC=C1C=1SC(=NN1)N1CCNCC1)C1=CC=C2N1N=CC(=C2)C#N